(4-chlorophthalimido)malonic acid ClC=1C=C2C(C(=O)N(C2=O)C(C(=O)O)C(=O)O)=CC1